2-ethyl-1-(4-((2-methyltetrahydrofuran-3-yl)amino)butyl)-1H-imidazo[4,5-c]quinolin-4-amine C(C)C=1N(C2=C(C(=NC=3C=CC=CC23)N)N1)CCCCNC1C(OCC1)C